(S)-3-(1-ethyl-2-(2-(1-methoxyethyl)pyridin-3-yl)-5-(4,4,5,5-tetramethyl-1,3,2-dioxaborolan-2-yl)-1H-indol-3-yl)-2,2-dimethylpropan-1-ol C(C)N1C(=C(C2=CC(=CC=C12)B1OC(C(O1)(C)C)(C)C)CC(CO)(C)C)C=1C(=NC=CC1)[C@H](C)OC